N-[5-bromo-2-(4-fluorobenzoyl)-4-methyl-phenyl]-3-methyl-butyramide BrC=1C(=CC(=C(C1)NC(CC(C)C)=O)C(C1=CC=C(C=C1)F)=O)C